4-ethyl-5-(2-(1-methyl-1H-pyrazol-4-yl)pyrazolo[5,1-b]thiazole-7-carboxamido)thiophene-2-carboxylic acid C(C)C=1C=C(SC1NC(=O)C=1C=NN2C1SC(=C2)C=2C=NN(C2)C)C(=O)O